C(C1=CC=CC=C1)OC1=NC(=CC=C1C1=NN(C2=CC(=C(C=C12)F)N1CCC(CC1)CN1CCC2(CCN(CC2)C(=O)OC(C)(C)C)CC1)C)OCC1=CC=CC=C1 tert-butyl 9-((1-(3-(2,6-bis(benzyloxy)pyridin-3-yl)-5-fluoro-1-methyl-1H-indazol-6-yl)piperidin-4-yl)methyl)-3,9-diazaspiro[5.5]undecane-3-carboxylate